sulfuric acid, chloride S(=O)(=O)(Cl)Cl